ClC(C)C1=C(SC2=C1OC(=C(C2=O)C)C2=C(C=CC=C2)F)C 3-(1-chloroethyl)-5-(2-fluorophenyl)-2,6-dimethyl-7H-thieno[3,2-b]pyran-7-one